ClC1=CC=C(C=N1)NC=1N=CC=C2C=CC=NC12 N-(6-chloropyridin-3-yl)-1,7-naphthyridin-8-amine